di-t-butylisobutylsilane C(C)(C)(C)[SiH](CC(C)C)C(C)(C)C